FC1=C(C=CC(=N1)C(=O)NC([2H])([2H])[2H])N1CCN(CC1)CC=1C(=C2NC(C(=NC2=CC1)C(F)(F)F)=O)F 6-fluoro-5-(4-((5-fluoro-3-oxo-2-(trifluoromethyl)-4H-quinoxalin-6-yl)methyl)piperazine-1-yl)-N-(methyl-d3)pyridine-2-carboxamide